ClC=1C=NC(=C(C(=O)NC2CCC(CC2)CN2C(N(C3=C2C=CC=C3)C=3C=NC(=CC3)N[C@@H]3COCC3)=O)C1)C 5-chloro-2-methyl-N-((1S,4r)-4-((2-oxo-3-(6-(((S)-tetrahydro-furan-3-yl)amino)pyridin-3-yl)-2,3-dihydro-1H-benzo[d]imidazol-1-yl)methyl)cyclohexyl)nicotinamide